(1R,3S,4R)-2-((3-chlorophenyl)-D-alanyl)-N-((S)-1-cyano-2-((R)-2-oxopiperidin-3-yl)ethyl)-5,5-difluoro-2-azabicyclo[2.2.2]octane-3-carboxamide ClC=1C=C(C=CC1)N[C@H](C)C(=O)N1[C@H]2CC([C@@H]([C@H]1C(=O)N[C@@H](C[C@@H]1C(NCCC1)=O)C#N)CC2)(F)F